3-chloro-5-(2-(4-((2-(2-(piperidin-4-yl)-2,7-diazaspiro[3.5]non-7-yl)pyrimidine-4-yl)methoxy)phenyl)prop-2-yl)benzonitrile ClC=1C=C(C#N)C=C(C1)C(C)(C)C1=CC=C(C=C1)OCC1=NC(=NC=C1)N1CCC2(CN(C2)C2CCNCC2)CC1